N-((7-(5-(difluoromethyl)-1,3,4-oxadiazol-2-yl)imidazo[1,2-a]pyridin-2-yl)methyl)-N-(3-fluorophenyl)-4-(1-hydroxyprop-2-yl)piperazine-1-carboxamide sodium cyclohexylphosphate C1(CCCCC1)OP(=O)([O-])[O-].[Na+].FC(C1=NN=C(O1)C1=CC=2N(C=C1)C=C(N2)CN(C(=O)N2CCN(CC2)C(CO)C)C2=CC(=CC=C2)F)F.[Na+]